ClC1=NN2C(C(=N1)NC=1N=CN(C1)C=1N=CN(C1)C1CCCC1)=CC=C2 2-chloro-N-(1'-cyclopentyl-1'H-[1,4'-biimidazole]-4-yl)pyrrolo[2,1-f][1,2,4]triazin-4-amine